C(C)(C)(C)OC(=O)N1CC2=CC(=C(C(=C2C1)F)OCCCBr)OC 5-(3-bromopropyloxy)-4-fluoro-6-methoxy-isoindoline-2-carboxylic acid tert-butyl ester